(S)-3-(4-((1R,4S)-4-((1R,5R)-7-(1-(3-amino-6-(2-hydroxyphenyl)pyridazin-4-yl)-1H-pyrazol-4-yl)-3-oxa-7,9-diazabicyclo[3.3.1]nonan-9-yl)cyclohexyl)indolin-1-yl)piperidine-2,6-dione NC=1N=NC(=CC1N1N=CC(=C1)N1C[C@@H]2COC[C@@H](C1)N2C2CCC(CC2)C2=C1CCN(C1=CC=C2)[C@@H]2C(NC(CC2)=O)=O)C2=C(C=CC=C2)O